ClC=1C=CC(=C(C1)C1=CC=C(C=C1)C[C@@H]1C[C@@](C(N1C(=O)OC(C)(C)C)=O)(C)COCC)F (3S,5R)-tert-Butyl 5-((5'-chloro-2'-fluoro-[1,1'-biphenyl]-4-yl) methyl)-3-(ethoxymethyl)-3-methyl-2-oxopyrrolidine-1-carboxylate